4-[[4-[4-(dimethylamino)butanoylamino]-5-[4-(2-hexyldecanoyloxy)butylamino]-5-oxo-pentanoyl]amino]butyl 2-hexyldecanoate C(CCCCC)C(C(=O)OCCCCNC(CCC(C(=O)NCCCCOC(C(CCCCCCCC)CCCCCC)=O)NC(CCCN(C)C)=O)=O)CCCCCCCC